C(C1=CC=CC=C1)N1C2(C3=CC=CC(=C3CC1)Br)CC2 benzyl-5'-bromo-3',4'-dihydro-2'H-spiro[cyclopropane-1,1'-isoquinoline]